5-(propoxyethoxy)carbonylamino-3-(1-azabicyclo[5.4.0]undecan-4-yl)-benzothiophene C(CC)OCCOC(=O)NC=1C=CC2=C(C(=CS2)C2CCN3CCCCC3CC2)C1